ClC=1C(=CC(=NC1)OC)C1=CC(=NN1)C(=O)N1CCC(CC1)C(=O)NC1COCC2=CC=CC=C12 (5-(5-chloro-2-methoxypyridin-4-yl)-1H-pyrazole-3-carbonyl)-N-(isochroman-4-yl)piperidine-4-carboxamide